N[C@@H](CC[C@@H](O)CN)C(=O)O L-hydroxylysine